CC1(CC(C1)NC=1N=CC2=C(N1)NC=C2C2=NC=1N(C=C2)N=CC1)O (1r,3r)-1-methyl-3-((5-(pyrazolo[1,5-a]pyrimidin-5-yl)-7H-pyrrolo[2,3-d]pyrimidin-2-yl)amino)cyclobutan-1-ol